FC=1C(=CC=2N(C1)C=NN2)CCCN2CC1(C2)CC(C1)N(C1=CC=C2C=NN(C2=C1)C)C N-(2-(3-(6-fluoro-[1,2,4]triazolo[4,3-a]pyridin-7-yl)propyl)-2-azaspiro[3.3]heptan-6-yl)-N,1-dimethyl-1H-indazol-6-amine